S1C(=NC2=C1C=CC=C2)NC(=O)C=2C=CC=C1CCN(CC21)C2=CC=C(C(=N2)C(=O)OC(C)(C)C)C2=C(C(=CC=C2)OCC2CC1(C2)CCN(CC1)CC(=O)OCC)C tert-butyl 6-(8-(benzo[d]thiazol-2-ylcarbamoyl)-3,4-dihydroisoquinolin-2(1H)-yl)-3-(3-((7-(2-ethoxy-2-oxoethyl)-7-azaspiro[3.5]nonan-2-yl)methoxy)-2-methylphenyl)picolinate